4-(4-chloro-2-fluorophenyl)-2-ethyl-6-((2S)-2-(1-methyl-1H-pyrazol-4-yl)-4-morpholinyl)-2,3-dihydro-1H-pyrrolo[3,4-c]pyridin-1-one ClC1=CC(=C(C=C1)C1=NC(=CC2=C1CN(C2=O)CC)N2C[C@@H](OCC2)C=2C=NN(C2)C)F